NC1=CC=C(C=C1)C=1C(=NC2=CC=C(C=C2N1)N)C1=CC=CC=C1 3-(4-aminophenyl)-2-phenylquinoxalin-6-amine